OC1=CC=C(C=C1)/C(=C(\CC)/C1=CC=CC=C1)/C1=CC=C(OCCCCOCCCOCCCOC=2C=C3CN(C(C3=CC2)=O)C2C(NC(CC2)=O)=O)C=C1 (Z)-3-(5-(3-(3-(4-(4-(1-(4-hydroxyphenyl)-2-phenylbut-1-en-1-yl)phenoxy)butoxy)propoxy)propoxy)-1-oxoisoindolin-2-yl)piperidine-2,6-dione